N-(5-Chloro-6-(2H-1,2,3-triazol-2-yl)pyridin-3-yl)-1-(2-cyanochinolin-4-yl)-5-(trifluoromethyl)-1H-pyrazol-4-carboxamid ClC=1C=C(C=NC1N1N=CC=N1)NC(=O)C=1C=NN(C1C(F)(F)F)C1=CC(=NC2=CC=CC=C12)C#N